[Si](C1=CC=CC=C1)(C1=CC=CC=C1)(C(C)(C)C)OCC1=CC=C(C=C1)NC([C@H](CCCCNC(C1=CC=C(C=C1)C)(C1=CC=CC=C1)C1=CC=CC=C1)NC(OCC1C2=CC=CC=C2C=2C=CC=CC12)=O)=O (9H-fluoren-9-yl)methyl (S)-(1-((4-(((tert-butyldiphenyl silyl)oxy)methyl)phenyl)amino)-6-((diphenyl (p-tolyl)methyl)amino)-1-oxohexan-2-yl)carbamate